ClC1=NC=CC(=C1N1C(C2=CC(=C(C=C2C(=C1)C(C)C)N1N=C(N(C1=O)CC)CO)F)=O)C 2-(2-Chloro-4-methylpyridin-3-yl)-6-(4-ethyl-3-(hydroxymethyl)-5-oxo-4,5-dihydro-1H-1,2,4-triazol-1-yl)-7-fluoro-4-isopropylisoquinolin-1(2H)-one